N1=CC(=CC=C1)C=1C(=C(C(=C(C1N1C2=C(C=3C=CC=CC13)C=NC=C2)N2C1=C(C=3C=CC=CC23)C=NC=C1)C1=CC=NC=C1)N1C2=C(C=3C=CC=CC13)C=NC=C2)N2C1=C(C=3C=CC=CC23)C=NC=C1 5,5',5'',5'''-(3-(pyridin-3-yl)-6-(pyridin-4-yl)benzene-1,2,4,5-tetrayl)tetrakis(5H-pyrido[4,3-b]indole)